(3aR,5s,6aS)-N-[6-(6-quinolyl)pyridazin-3-yl]-2-(tetrahydropyran-4-ylmethyl)-3,3a,4,5,6,6a-hexahydro-1H-cyclopenta[c]pyrrol-5-amine N1=CC=CC2=CC(=CC=C12)C1=CC=C(N=N1)NC1C[C@@H]2[C@@H](CN(C2)CC2CCOCC2)C1